C=1S(C=C2C1C=CC=C2)(=O)=O benzo[c]thiophene-2,2-dione